N1N=CC(=C1)C1=CC=C(OC2=NC=C(C=C2F)Cl)C=C1 2-(4-(1H-pyrazol-4-yl)phenoxy)-5-chloro-3-fluoropyridine